N-hydroxyoctadecyl-succinimide acrylate C(C=C)(=O)O.OCCCCCCCCCCCCCCCCCCN1C(CCC1=O)=O